(1S,5R)-3-[(1,5-dimethylpyrazol-3-yl)methyl]-N-[6-(2-methylindazol-5-yl)pyridazin-3-yl]-3-azabicyclo[3.1.0]hexan-6-amine CN1N=C(C=C1C)CN1C[C@H]2C([C@H]2C1)NC=1N=NC(=CC1)C1=CC2=CN(N=C2C=C1)C